N-(3-methylbicyclo[1.1.1]pentan-1-yl)-2-oxo-2-((4R,5R)-3,3,7,7-tetrafluoro-4-hydroxy-1-azaspiro[4.4]nonan-1-yl)acetamide CC12CC(C1)(C2)NC(C(N2CC([C@@H]([C@@]21CC(CC1)(F)F)O)(F)F)=O)=O